O=C(OC)CCOCCOCCOCCOCCC(=O)O 3-oxo-2,6,9,12,15-pentaoxaoctadecan-18-oic acid